methyl 1-(3-(1-methoxyprop-1-en-2-yl)phenyl)cyclopropane-1-carboxylate COC=C(C)C=1C=C(C=CC1)C1(CC1)C(=O)OC